ethyl 2-(2-methylpropanoyl)-5-oxo-hexanoate CC(C(=O)C(C(=O)OCC)CCC(C)=O)C